azobis-isoheptanenitrile N(=NC(C#N)CCC(C)C)C(C#N)CCC(C)C